C(=C)C([C@H]([C@@H]([C@H](C=O)O)O)O)(O)C=C divinyl-xylose